ethyl 3-oxo-4-(trifluoromethyl)-2,5,6,7-tetrahydrocyclopenta[c]pyridazine-7-carboxylate O=C1C(=C2C(=NN1)C(CC2)C(=O)OCC)C(F)(F)F